tert-butyl ({3-[4-(2-methoxyphenyl)pyrimidin-2-yl]-2-oxo-1,3-oxazolidin-5-yl}methyl)carbamate COC1=C(C=CC=C1)C1=NC(=NC=C1)N1C(OC(C1)CNC(OC(C)(C)C)=O)=O